C(C)C(CN(C(COC)=O)CC(CCCC)CC)CCCC N,N-bis(2-ethylhexyl)-3-oxabutyramide